N-((2r,4r)-3-acryloyl-2,4-dimethyl-1-oxa-3,8-diazaspiro[4.5]decane-8-carbonyl)-N-methyl-L-valine methyl ester COC([C@@H](N(C)C(=O)N1CCC2([C@H](N([C@H](O2)C)C(C=C)=O)C)CC1)C(C)C)=O